7-(naphthalen-2-yl)heptanoic acid C1=C(C=CC2=CC=CC=C12)CCCCCCC(=O)O